N1=C(C(=CC=C1)C(=O)NO)C1=NC=CC=C1 bipyridyl-hydroxamic acid